tert-Butyl (3S,5S)-1-(2-(2-(2-fluoro-6-methoxyphenyl)pyrimidine-4-carboxamido)-5-(4,4,5,5-tetramethyl-1,3,2-dioxaborolan-2-yl)phenyl)-5-(hydroxymethyl)pyrrolidin-3-ylcarbamate FC1=C(C(=CC=C1)OC)C1=NC=CC(=N1)C(=O)NC1=C(C=C(C=C1)B1OC(C(O1)(C)C)(C)C)N1C[C@H](C[C@H]1CO)NC(OC(C)(C)C)=O